(S)-4-chloro-2-methyl-3-(4-(2-(1-methyl-1H-pyrazole-5-carboxamido)-3,3-diphenylpropanamido)phenyl)pyridine 1-oxide ClC1=C(C(=[N+](C=C1)[O-])C)C1=CC=C(C=C1)NC([C@H](C(C1=CC=CC=C1)C1=CC=CC=C1)NC(=O)C1=CC=NN1C)=O